(4-(2-chloro-5-fluorophenyl)-1-methyl-6-oxo-1,4,5,6-tetrahydropyrrolo[3,4-c]pyrazol-3-yl)acetamide ClC1=C(C=C(C=C1)F)C1NC(C=2N(N=C(C21)CC(=O)N)C)=O